(Z)-2-((R)-1-((S)-1-(2-fluorophenyl)-2-methoxy-2-oxoethyl)-4-((2-(3-methoxyphenyl)-2-oxoethyl)thio)piperidin-3-ylidene)acetic acid FC1=C(C=CC=C1)[C@@H](C(=O)OC)N1C/C(/[C@@H](CC1)SCC(=O)C1=CC(=CC=C1)OC)=C/C(=O)O